bis(2-(2-butoxyethoxy)ethoxy)methane C(CCC)OCCOCCOCOCCOCCOCCCC